2-[4-[(E)-3-Phenylprop-2-enoyl]phenoxy]-N-[(1R,4S,5R,8S,9R,10R,12R,13R)-1,5,9-trimethyl-11,14,15,16-tetraoxatetracyclo[10.3.1.04,13.08,13]hexadecan-10-yl]acetamide C1(=CC=CC=C1)/C=C/C(=O)C1=CC=C(OCC(=O)N[C@H]2[C@@H]([C@@H]3CC[C@H]([C@@H]4CC[C@]5(OO[C@]43[C@H](O2)O5)C)C)C)C=C1